1-(6-(4-(6-hydroxy-1-naphthalenyl)-3-methyl-7-(3-oxetanyl)-5,6,7,8-tetrahydro-1,7-naphthyridin-2-yl)-2,6-diazaspiro[3.4]octan-2-yl)-2-propen-1-one OC=1C=C2C=CC=C(C2=CC1)C1=C(C(=NC=2CN(CCC12)C1COC1)N1CC2(CN(C2)C(C=C)=O)CC1)C